phosphino-aspartic acid PN[C@@H](CC(=O)O)C(=O)O